Capric acid tert-butylButyl ester C(C)(C)(C)C(CCC)OC(=O)CCCCCCCCC